(5-(methyl(phenyl)amino)-[1,2,4]triazolo[4,3-a]quinazolin-7-yl)methanesulfonamide CN(C1=NC=2N(C3=CC=C(C=C13)CS(=O)(=O)N)C=NN2)C2=CC=CC=C2